BrC=1C=C(C=NC(C(=O)O)C(C)C)C=C(C1)O 2-(3-bromo-5-hydroxy-benzylideneamino)-3-methylbutanoic acid